N-((5-(5-(difluoromethyl)-1,3,4-oxadiazol-2-yl)thiazol-2-yl)methyl)-N-(5-fluoropyrimidin-2-yl)ethanesulfonamide FC(C1=NN=C(O1)C1=CN=C(S1)CN(S(=O)(=O)CC)C1=NC=C(C=N1)F)F